t-butyl 4-bromobutanoate BrCCCC(=O)OC(C)(C)C